CC=1C=C(C#N)C=C(C1)C=1C=NC=CC1C 3-Methyl-5-(4-methylpyridin-3-yl)benzonitrile